chloro-N-(7-cyclopropyldibenzo[b,d]furan-4-yl)-N-methyl-[1,2,4]triazolo[4,3-a]quinazolin-5-amine ClC1=NN=C2N1C1=CC=CC=C1C(=N2)N(C)C2=CC=CC1=C2OC2=C1C=CC(=C2)C2CC2